[Si](C1=CC=CC=C1)(C1=CC=CC=C1)(C(C)(C)C)OC[C@@H]1[C@@H](C1)CCO 2-((1s,2s)-2-(((tert-butyldiphenylsilyl)oxy)methyl)cyclopropyl)ethan-1-ol